diacetylpyridine bis(benzoyl hydrazone) C(C1=CC=CC=C1)(=O)NN=C(C)C1=NC=CC=C1C(C)=NNC(C1=CC=CC=C1)=O